4-(5-(tert-Butoxycarbonyl)pyridin-2-yl)-1-methyl-1H-pyrazole-5-carboxylic acid C(C)(C)(C)OC(=O)C=1C=CC(=NC1)C=1C=NN(C1C(=O)O)C